CC1CCC(N(C1)C(C(=O)OC)=O)C=1C=C2C(=CC1)NC(C21CCN(CC1)C)=O methyl 2-(5-methyl-2-(1'-methyl-2-oxospiro[indoline-3,4'-piperidin]-5-yl)piperidin-1-yl)-2-oxoacetate